(S or R)-(3-chloro-2,4-difluoro-phenyl)((R or S)-(3,3-difluorocyclopentyl)-methyl)-2-methyl-3-oxopiperazine-1-carboxamide ClC=1C(=C(C=CC1F)N1C([C@](N(CC1)C(=O)N)(C)C[C@@H]1CC(CC1)(F)F)=O)F |o1:10,19|